(S)-N1-(4-((2-(2-cyano-4,4-difluoropyrrolidin-1-yl)-2-oxoethyl)carbamoyl)quinolin-8-yl)-N4-(2-(2,5-dioxo-2,5-dihydro-1H-pyrrol-1-yl)ethyl)succinamide C(#N)[C@H]1N(CC(C1)(F)F)C(CNC(=O)C1=CC=NC2=C(C=CC=C12)NC(CCC(=O)NCCN1C(C=CC1=O)=O)=O)=O